3-(5-(difluoromethoxy)pyridin-2-yl)-N-(3-isopropylpyridin-2-yl)-1,2,4-thiadiazol-5-amine FC(OC=1C=CC(=NC1)C1=NSC(=N1)NC1=NC=CC=C1C(C)C)F